C(C)(C)(C)OC(=O)N1CCC(CC1)N1N=NC(=C1)C(=O)O 1-(1-[(tert-butoxy)carbonyl]piperidin-4-yl)-1H-1,2,3-triazole-4-carboxylic acid